tert-butyl (3S,4S)-3-hydroxy-4-(4-(methoxycarbonyl)phenyl)piperidine-1-carboxylate O[C@@H]1CN(CC[C@H]1C1=CC=C(C=C1)C(=O)OC)C(=O)OC(C)(C)C